N'-hydroxy-3,3-dimethylpiperidine-1-carboximidamide ON=C(N)N1CC(CCC1)(C)C